(2-Dimethylaminoethyl)trimethoxysilane CN(CC[Si](OC)(OC)OC)C